2-(methoxymethyl)-2-methyl-4-((1-methyl-1H-pyrazol-4-yl)-methyl)-N-(1-methylcyclopropyl)-5-oxo-1,2,4,5-tetrahydro-imidazo[1,2-a]quinazoline-7-sulfonamide COCC1(N=C2N(C3=CC=C(C=C3C(N2CC=2C=NN(C2)C)=O)S(=O)(=O)NC2(CC2)C)C1)C